CC1(CCC2(CCC(O2)OC\C=C/CO)CC1)C (Z)-4-((8,8-dimethyl-1-oxaspiro[4.5]decan-2-yl)oxy)but-2-en-1-ol